(2-((tert-butoxycarbonyl)amino)propyl)-1H-pyrrole-3-carboxylic acid C(C)(C)(C)OC(=O)NC(CN1C=C(C=C1)C(=O)O)C